methyl (E)-3-(3-((1R,2R,4S)-N-((R)-(4'-(dimethylamino)-3-fluoro-[1,1'-biphenyl]-4-yl)methyl-d)bicyclo[2.2.1]heptane-2-carboxamido)-5-fluorophenyl)acrylate CN(C1=CC=C(C=C1)C1=CC(=C(C=C1)[C@H](N(C(=O)[C@H]1[C@@H]2CC[C@H](C1)C2)C=2C=C(C=C(C2)F)/C=C/C(=O)OC)[2H])F)C